C(CCCC)C1=C(C=CC=C1)B(O)O pentyl-benzeneboronic acid